FC(C=1C=C(C=CC1)CS(=O)(=O)N)(F)F 1-[3-(trifluoromethyl)phenyl]methanesulfonamide